FC1=C(C=CC(=C1)N1C(=CC=C1)C)CC(=O)O 2-(2-fluoro-4-(2-methyl-1H-pyrrol-1-yl)phenyl)acetic acid